BrC=1C(=NC(=NC1)NC1=CC=C2C=NN(C2=C1)C)NC1=C(C=CC=C1)P(=O)=O (2-((5-bromo-2-((1-methyl-1H-indazol-6-yl)amino)pyrimidine-4-yl)amino)phenyl)phosphorus dioxide